C(#N)[C@H]1N(CSC1)C(CC1=NC2=CC=C(C=C2C(=C1)C(=O)N)[C@@H](C)C1=CC(=NC=C1)C(F)(F)F)=O |&1:22| (2-((R)-4-Cyanothiazolidin-3-yl)-2-oxoethyl)-6-((RS)-1-(2-(trifluoromethyl)pyridin-4-yl)ethyl)quinoline-4-carboxamide